(E)-3-(3-chloro-2-fluoro-6-(1H-tetrazol-1-yl)phenyl)acrylic acid ClC=1C(=C(C(=CC1)N1N=NN=C1)/C=C/C(=O)O)F